The molecule is an N-acylsphingosine that has omega-hydroxytriacontanoyl as the acyl group. A bioactive sphingolipid found in the stratum corneum layer of mammalian epidermis. It is a N-acylsphingosine and an omega-hydroxy-ultra-long chain fatty acylceramide. It derives from an omega-hydroxytriacontanoic acid. CCCCCCCCCCCCC/C=C/[C@H]([C@H](CO)NC(=O)CCCCCCCCCCCCCCCCCCCCCCCCCCCCCO)O